FC1=C(COC2=CC=C(C=C2)C=2N=C(N3C2C=NC=C3)[C@H]3N(CCC3)C(C=C)=O)C(=CC=C1)F (S)-1-(2-(1-(4-((2,6-difluorobenzyl)oxy)phenyl)imidazo[1,5-a]pyrazin-3-yl)pyrrolidin-1-yl)prop-2-en-1-one